trifluoroacetic acid methyl-2-amino-5-bromo-6-methylpyridine-3-carboxylate COC(=O)C=1C(=NC(=C(C1)Br)C)N.FC(C(=O)O)(F)F